C(C)(C)(C)NS(=O)(=O)C=1C(=CC=CC1)C1=CC=C(C=C1)O[C@@H]1COC[C@@H]1NS(=O)(=O)C(C)C cis-N-tert-butyl-4'-({4-[(isopropyl-sulfonyl)amino]tetrahydrofuran-3-yl}oxy)biphenyl-2-sulfonamide